tert-Butyl 4-(((2-nitrophenyl)sulfonyl)oxy)piperidine-1-carboxylate [N+](=O)([O-])C1=C(C=CC=C1)S(=O)(=O)OC1CCN(CC1)C(=O)OC(C)(C)C